COC=1C=C(OC=2C=C3C(=C4C(=NC3=CC2)CCCCC4)N)C=CC1 2-(3-methoxyphenoxy)-6H,7H,8H,9H,10H-cyclohepta[b]quinoline-11-amine